Titanium Tri-Chloride [Cl-].[Cl-].[Cl-].[Ti+3]